ClC1=NC(=NC(=C1CNC1=C(C=CC=C1OC)F)Cl)SC N-((4,6-dichloro-2-(methylthio)pyrimidin-5-yl)methyl)-2-fluoro-6-methoxyaniline